6-((5-fluoropyridin-2-yl)amino)-N-methyl-4-((2-methyl-1-oxo-2,4-dihydro-1H-benzo[b][1,2,4]triazolo[4,3-d][1,4]oxazin-6-yl)amino)pyridazine-3-carboxamide FC=1C=CC(=NC1)NC1=CC(=C(N=N1)C(=O)NC)NC1=CC=CC2=C1OCC=1N2C(N(N1)C)=O